ethyl (2S)-2-[[(2S)-3-[3,5-bis(2-hydroxyethylsulfanyl) phenyl]-2-(tertbutoxycarbonylamino)propanoyl]amino]-3-(2,4-dichlorophenyl)propanoate OCCSC=1C=C(C=C(C1)SCCO)C[C@@H](C(=O)N[C@H](C(=O)OCC)CC1=C(C=C(C=C1)Cl)Cl)NC(=O)OC(C)(C)C